(4R)-1-(tert-butoxycarbonyl)-4-(2,3,5,6-tetrafluorophenyl)pyrrolidine-2-carboxylic acid C(C)(C)(C)OC(=O)N1C(C[C@@H](C1)C1=C(C(=CC(=C1F)F)F)F)C(=O)O